COC1=C(C=CC(=C1)OC)CC(=O)O 2,4-dimethoxyphenylacetic acid